N-((2-(5-hydroxypyridin-2-yl)thiazol-5-yl)methyl)-11-oxo-10,11-dihydrodibenzo[b,f][1,4]thiazepine-8-carboxamide 5,5-dioxide OC=1C=CC(=NC1)C=1SC(=CN1)CNC(=O)C1=CC2=C(S(C3=C(C(N2)=O)C=CC=C3)(=O)=O)C=C1